C(#N)C1CC2(C1)CC(N(CC2)CC2=C1C=CNC1=C(C=C2OC)C)C2=CC=C(C(=O)NC1COC1)C=C2 4-(2-cyano-7-((5-methoxy-7-methyl-1H-indol-4-yl)methyl)-7-azaspiro[3.5]nonan-6-yl)-N-(oxetan-3-yl)benzamide